NC1=CC=C(C=C1)C1=CC=CC=2C3=CC=CC=C3CC12 (4-aminophenyl)fluorene